Copper(ii) chloride dihydrate O.O.[Cu](Cl)Cl